3-(2,6-dimethylpyridin-4-yl)-2,4,5,6-tetrakis(3-methyl-9H-carbazol-9-yl)benzonitrile CC1=NC(=CC(=C1)C=1C(=C(C#N)C(=C(C1N1C2=CC=CC=C2C=2C=C(C=CC12)C)N1C2=CC=CC=C2C=2C=C(C=CC12)C)N1C2=CC=CC=C2C=2C=C(C=CC12)C)N1C2=CC=CC=C2C=2C=C(C=CC12)C)C